S1C(=NC2=C1C=CC=C2)C2=CC=C(C=C2)C(F)(F)F 4-(benzothiazol-2-yl)benzotrifluoride